N1(CCCC1)CCN 2-(1-pyrrolidyl)-ethylamine